NCC1=CC=C(C=C1)C=1N(N=C2C1N=CN(C2=O)CC2(CCN(CC2)C(CCC2CCC2)=O)O)C 3-(4-(Aminomethyl)phenyl)-6-((1-(3-cyclobutylpropanoyl)-4-hydroxypiperidin-4-yl)methyl)-2-methyl-2H-pyrazolo[4,3-d]pyrimidin-7(6H)-one